COC1=CC2=C(N=C(S2)C=2N=NN(C2)C=2C=C3CN(C(C3=CC2)=O)C2C(NC(CC2)=O)=O)C=C1 3-(5-(4-(6-methoxybenzo[d]thiazol-2-yl)-1H-1,2,3-triazol-1-yl)-1-oxoisoindolin-2-yl)piperidine-2,6-dione